4-methoxy-5-(2-methyl-1-(tetrahydrofuran-3-ylmethyl)-1H-imidazo[4,5-b]pyridin-6-yl)-N-pyrazin-2-ylpyrrolo[2,1-f][1,2,4]triazin-2-amine COC1=NC(=NN2C1=C(C=C2)C=2C=C1C(=NC2)N=C(N1CC1COCC1)C)NC1=NC=CN=C1